C(C)(=O)N1[C@@H](C[C@H](C1)O)C(=O)N[C@H](C1=CC=C(C=C1)C(C)C)C1=CC=CC=C1 (2S,4R)-1-acetyl-4-hydroxy-N-[(S)-phenyl[4-(propan-2-yl)phenyl]methyl]pyrrolidine-2-carboxamide